(E)-3-[4-(2,3-Dihydropyrrol-1-yl)phenyl]-1-(4-hydroxyphenyl)prop-2-en-1-one N1(CCC=C1)C1=CC=C(C=C1)/C=C/C(=O)C1=CC=C(C=C1)O